C12(CC3CC(CC(C1)C3)C2)NCCNC(=O)C2=NN(C(=C2C)C2=CC=C(C=C2)Cl)C2=C(C=C(C=C2)Cl)Cl N-(2-(((3s,5s,7s)-adamantan-1-yl)amino)ethyl)-5-(4-chloro-phenyl)-1-(2,4-dichloro-phenyl)-4-methyl-1H-pyrazole-3-carboxamide